6-[4-(Difluoromethoxy)-3-fluorophenyl]-1-Fluoro-5-[6-[(3S)-1-(3-fluoropropyl)pyrrolidin-3-yl]oxy-3-pyridyl]-8,9-dihydro-7H-benzo[7]annulen-2-ol FC(OC1=C(C=C(C=C1)C1=C(C2=C(CCC1)C(=C(C=C2)O)F)C=2C=NC(=CC2)O[C@@H]2CN(CC2)CCCF)F)F